C1(CCCCC1)CN(CCCNS(=O)(=O)N1CCCCC1)CCCNS(=O)(=O)C1=CC=C(C=C1)C N-(3-((cyclohexylmethyl)(3-((4-methylphenyl)sulfonylamino)propyl)amino)propyl)piperidine-1-sulfonamide